C(C=C)(=O)OCCCCCCOC1=CC=C(C(=O)OC2=C(C=C(C=C2)OC(C2=CC=C(C=C2)OCCCCCCOC(C=C)=O)=O)CC)C=C1 1,4-bis[4-(6-acryloxyhexyloxy)benzoyl-oxy]-2-ethylbenzene